Cl.CN1[C@@H](CCC1)COC=1N=C(C=2CCN(CC2C1C#N)C=1C=CC=C2C=CC=NC12)N1CCNCC1 (S)-3-((1-methylpyrrolidin-2-yl)methoxy)-1-(piperazin-1-yl)-6-(quinolin-8-yl)-5,6,7,8-tetrahydro-2,6-naphthyridine-4-carbonitrile Hydrochloride